9,10-bis(bromoethynyl)-9,10-dimethoxy-9,10-dihydroanthracene BrC#CC1(C2=CC=CC=C2C(C=2C=CC=CC12)(OC)C#CBr)OC